Sodium hydrogen carbonate Sodium Chloride [Cl-].[Na+].C(O)([O-])=O.[Na+]